C1(CC1)C=1SC(=CC1NC(NS(N(C1CN(CCC1)C)C=1C=NN(C1)C)(=O)=O)=O)C(C)C 3-[2-Cyclopropyl-5-(propan-2-yl)thiophen-3-yl]-1-[(1-methyl-1H-pyrazol-4-yl)(1-methylpiperidin-3-yl)sulfamoyl]urea